(S)-N-((9-amino-4-ethyl-8-fluoro-4-hydroxy-3,14-dioxo-3,4,12,14-tetrahydro-1H-pyrano[3',4':6,7]indolizino-[1,2-b]quinolin-11-yl)methyl)-N-methylmethanesulfonamide NC1=CC=2C(=C3C(=NC2C=C1F)C1=CC2=C(C(N1C3)=O)COC([C@]2(O)CC)=O)CN(S(=O)(=O)C)C